ClC1=NC=C2N3C(N(C2=N1)CC1=CC=C(C=C1)C=1N(C=C(N1)C(F)(F)F)C)=NN=C3 7-Chloro-9-(4-(1-methyl-4-(trifluoromethyl)-1H-imidazol-2-yl)benzyl)-9H-[1,2,4]triazolo[3,4-f]purine